C[C@@H](CN[C@@H]([C@H]1CNC2=C(N1)N=CC=C2)C2=CC=CC=C2)C=2C=C(C=CC2)C2(COC2)C(=O)O 3-[3-[(1R)-1-methyl-2-[[(R)-phenyl-[(3R)-1,2,3,4-tetrahydropyrido[2,3-b]pyrazin-3-yl]methyl]amino]ethyl]phenyl]oxetane-3-carboxylic acid